OCC\C=C/C[C@@H]1[C@@H](C1)C(=O)OC(C)(C)C tert-butyl (1R,2S)-2-[(Z)-5-hydroxypent-2-enyl]cyclopropanecarboxylate